COC1=CC=C2C=C(C(=CC2=C1)O)C=1N=NC(=CC1)N(C1CC(N(C(C1)(C)C)C)(C)C)C 7-methoxy-3-(6-(methyl(1,2,2,6,6-pentamethylpiperidin-4-yl)amino)pyridazin-3-yl)naphthalen-2-ol